1,2-dihydro-3H-pyrrolo[3,4-c]pyridin-3-one C1NC(C=2C=NC=CC21)=O